4-(1-(3-chloro-4-methylphenyl)-2-ethynyl-1H-benzo[d]imidazol-5-yl)morpholine ClC=1C=C(C=CC1C)N1C(=NC2=C1C=CC(=C2)N2CCOCC2)C#C